8-(benzyloxy)-6-bromo-3,4-dihydroisoquinoline-2(1H)-carboxylic acid tert-butyl ester C(C)(C)(C)OC(=O)N1CC2=C(C=C(C=C2CC1)Br)OCC1=CC=CC=C1